S(=O)(=O)(C1=CC=C(C=C1)OC1=CC=C(N)C=C1)C1=CC=C(C=C1)OC1=CC=C(N)C=C1 4,4'-sulfonyl-bis[(4,1-phenylene)oxy]dianiline